N[C@@H]1CC[C@H](CC1)NC1=NC=C(C(=N1)C1=CC=CC(=N1)N1C(OCCC1)=O)F trans-3-(6-(2-((4-aminocyclohexyl)amino)-5-fluoropyrimidin-4-yl)pyridin-2-yl)-1,3-oxazinan-2-one